N-(2-isopropoxy-6-(isoxazol-4-yl)pyridin-3-yl)-5-methyl-3-phenyl-isoxazole-4-carboxamide C(C)(C)OC1=NC(=CC=C1NC(=O)C=1C(=NOC1C)C1=CC=CC=C1)C=1C=NOC1